O(C1=CC=CC=C1)[C@@H]1C[C@H](N(C1)C(CNC(C1=CC=C(C=C1)OC1=CC=CC=C1)=O)=O)C(=O)OC methyl (2S,4R)-4-phenoxy-1-((4-phenoxybenzoyl)glycyl)pyrrolidine-2-carboxylate